N-(6-amino-5-methylpyridin-3-yl)-2-(2-(3,4-difluorophenyl)-5-methylpiperidin-1-yl)-2-oxoacetamide NC1=C(C=C(C=N1)NC(C(=O)N1C(CCC(C1)C)C1=CC(=C(C=C1)F)F)=O)C